ClC=1C=CC2=C(N=C(O2)C23CC(C2)(C3)NC(=O)C=3OC(=CC3)S(=O)(=O)CC3COC3)C1 N-[3-(5-chloro-1,3-benzoxazol-2-yl)-1-bicyclo[1.1.1]pentanyl]-5-(oxetan-3-ylmethylsulfonyl)furan-2-carboxamide